(S,E)-4-(2-(1-Ethyl-3-(trifluoromethyl)-1H-pyrazol-4-yl)phenyl)-6-(4-(methylamino)but-2-enoyl)-4,5,6,7-tetrahydrothieno[2,3-c]pyridine-2-carbonitrile C(C)N1N=C(C(=C1)C1=C(C=CC=C1)[C@H]1C2=C(CN(C1)C(\C=C\CNC)=O)SC(=C2)C#N)C(F)(F)F